6-((6-fluoropyridin-2-yl)amino)-4-((3-(5-fluoropyrimidin-2-yl)-2-methoxyphenyl)amino)-N-(methyl-d3)Nicotinamide FC1=CC=CC(=N1)NC1=NC=C(C(=O)NC([2H])([2H])[2H])C(=C1)NC1=C(C(=CC=C1)C1=NC=C(C=N1)F)OC